2-(4-tert-butylphenyl)-1-methyl-benzo[d]imidazole C(C)(C)(C)C1=CC=C(C=C1)C1=NC2=C(N1C)C=CC=C2